5-(Benzyloxy)-7-chloro-3-methylpyrido[3,4-d]pyridazin-4(3H)-one C(C1=CC=CC=C1)OC1=NC(=CC2=C1C(N(N=C2)C)=O)Cl